(2-fluoro-5-hydroxy-4-tolyl){6-[4-methyl-5-(o-tolyl)-1-pyrazolyl]-2-aza-2-spiro[3.3]heptyl}methanone FC1=C(C=C(C(=C1)C(=O)N1CC2(C1)CC(C2)N2N=CC(=C2C2=C(C=CC=C2)C)C)O)C